CN1N=CC(=C1C)NC1=NC2=CC(=C(C=C2C=N1)C)N1CCN(CC1)C1(C(COC1)O)C 4-(4-{2-[(1,5-dimethyl-1H-pyrazol-4-yl)amino]-6-methylquinazolin-7-yl}piperazin-1-yl)-4-methyloxolane-3-ol